CC(C)=CC(=CCC)C 2,4-dimethyl-2,4-heptadiene